C(C(O)C1=CC=CC=C1)(=O)[O-] mandelic acid anion